C(C)N1C(=C(C=2N=C(NC(C21)=O)C2=C(C=CC(=C2)S(=O)(=O)N2CCC(CC2)CCCO)OCCC)CCC)C=O 5-ethyl-2-(5-((4-(3-hydroxypropyl)piperidin-1-yl)sulfonyl)-2-propoxyphenyl)-4-oxo-7-propyl-4,5-dihydro-3H-pyrrolo[3,2-d]pyrimidine-6-carbaldehyde